2,3-dimercaptoethylthio-1-mercaptopropane SCCSC(CCS)S